bis[4-(2-hydroxyethoxy) phenyl] fluorenediacrylate C=1(C(=CC=C2C3=CC=CC=C3CC12)C=CC(=O)OC1=CC=C(C=C1)OCCO)C=CC(=O)OC1=CC=C(C=C1)OCCO